ClC=1C=C(C=C(C1OCCCl)C#N)C(C)(C)C1=CC=C(OCC2=NC=CC(=N2)NS(=O)(=O)C)C=C1 N-(2-((4-(2-(3-chloro-4-(2-chloroethoxy)-5-cyanophenyl)propan-2-yl)phenoxy)methyl)pyrimidin-4-yl)methanesulfonamide